C(CCCCCCCC)OC(CCCN(CCCCCC(=O)[O-])CCO)=O 6-((4-(nonyloxy)-4-oxobutyl)(2-hydroxyethyl)amino)hexanoate